FC1=C(C=C(C=C1)C1=C(C(=O)N)C=CC=C1)NC1=NC=NC2=CC(=C(C=C12)OC)OCC1CCN(CC1)C (4-fluoro-3-((6-methoxy-7-((1-methylpiperidin-4-yl)methoxy)quinazolin-4-yl)amino)phenyl)benzamide